5-(4-(2-(1H-pyrazol-4-yl)ethynyl)phenoxy)-1H-1,2,3-triazole-4-carboxylic acid N1N=CC(=C1)C#CC1=CC=C(OC2=C(N=NN2)C(=O)O)C=C1